C=1(C(=CC=CC1)S(=O)(=O)OC(C)CC)S(=O)(=O)OC(C)CC di-sec-butyl 1,2-benzenedisulfonate